6-((benzyl(methyl)amino)methyl)-N4-(2-methoxyphenyl)pyrimidine-2,4-diamine C(C1=CC=CC=C1)N(C)CC1=CC(=NC(=N1)N)NC1=C(C=CC=C1)OC